5-fluoro-3-(4-methoxybenzyl)-6-(perfluoroethyl)pyrimidin-4(3H)-one FC=1C(N(C=NC1C(C(F)(F)F)(F)F)CC1=CC=C(C=C1)OC)=O